C(#N)C=1C=C(C(=NC1)NS(=O)(=O)C1=CNC(=C1)C1=CC=CC=C1)F N-(5-cyano-3-fluoropyridin-2-yl)-5-phenyl-1H-pyrrole-3-sulfonamide